4-fluoro-3-iodo-N-(4-methyl-3-(2-morpholino-6-(2-((tetrahydro-2H-pyran-2-yl)oxy)ethoxy)pyridin-4-yl)phenyl)benzamide FC1=C(C=C(C(=O)NC2=CC(=C(C=C2)C)C2=CC(=NC(=C2)OCCOC2OCCCC2)N2CCOCC2)C=C1)I